C(C1=CC=CC=C1)SC1=CC=C(C=C1)NC([C@H](CC1=CC=CC=C1)NC)=O (S)-N-(4-(benzylthio)phenyl)-2-(methylamino)-3-phenylpropanamide